L-Valine, (2R,3R,11bR)-1,3,4,6,7,11b-hexahydro-9,10-dimethoxy-3-(2-methylpropyl)-2H-benzo[a]quinolizin-2-yl ester N[C@@H](C(C)C)C(=O)O[C@H]1[C@@H](CN2CCC3=C([C@H]2C1)C=C(C(=C3)OC)OC)CC(C)C